2-hydroxy-3-methacryloyloxypropylimidazolium OC(CC=1NC=C[NH+]1)COC(C(=C)C)=O